C(C1=CC=CC=C1)N1CCN(CCCN(CCC1)CC=1C(=C(C=C(C1)C)CNCC(C(C(C(CO)O)O)O)O)O)CC=1C(=C(C=C(C1)C)CNCC(C(C(C(CO)O)O)O)O)O 6,6'-{(4-benzyl-1,4,8-triazacycloundecane-1,8-diyl)bis[methylene(2-hydroxy-5-methyl-3,1-phenylene)methyleneazanediyl]}di(hexane-1,2,3,4,5-pentol)